2,3-dihydro-1H-indene-1-formamide C1(CCC2=CC=CC=C12)C(=O)N